(R,2R)-N'-((3-fluoro-6-(2-methoxypyridin-4-yl)-2-methylphenyl)carbamoyl)-2-methyl-2,3-dihydropyrazolo[5,1-b]oxazole-7-sulfonimidamide FC=1C(=C(C(=CC1)C1=CC(=NC=C1)OC)NC(=O)N=[S@](=O)(N)C=1C=NN2C1O[C@@H](C2)C)C